1-(tert-butyl) 2-methyl (2R,3R)-3-allylpyrrolidine-1,2-dicarboxylate C(C=C)[C@H]1[C@@H](N(CC1)C(=O)OC(C)(C)C)C(=O)OC